2-(1H-indol-3-yl-2,4,5,6,7-d5)-N,N-di(methyl-d3)-2-oxoacetamide N1C(=C(C2=C(C(=C(C(=C12)[2H])[2H])[2H])[2H])C(C(=O)N(C([2H])([2H])[2H])C([2H])([2H])[2H])=O)[2H]